2-ethynyl-5-methyloxazole C(#C)C=1OC(=CN1)C